4-chloro-2-ethoxybenzene ClC1=CC(=CC=C1)OCC